2,5-bis(3-fluoro-4-(1,2,3,6-tetrahydropyridin-4-yl)phenyl)-1,3,4-oxadiazole bistrifluoroacetic acid salt FC(C(=O)O)(F)F.FC(C(=O)O)(F)F.FC=1C=C(C=CC1C=1CCNCC1)C=1OC(=NN1)C1=CC(=C(C=C1)C=1CCNCC1)F